C1(C=2C(C(=O)O1)=CC=CC2)=O mono-phthalic anhydride